C1(CC1)C=1C2=C(SC1)CC(C2)N(C(OC(C)(C)C)=O)C tert-butyl N-(3-cyclopropyl-5,6-dihydro-4H-cyclopenta[b]thiophen-5-yl)-N-methyl-carbamate